6-(pyrazolo[1,5-a]pyrimidine-3-carbonyl)-N-(5-(trifluoromethyl)pyridin-3-yl)-4,5,6,7-tetrahydrothieno[2,3-c]pyridine-3-carboxamide N1=CC(=C2N1C=CC=N2)C(=O)N2CC1=C(CC2)C(=CS1)C(=O)NC=1C=NC=C(C1)C(F)(F)F